3-Bromo-2-(4-fluorophenyl)-6-methyl-6,7-dihydro-4H-pyrazolo[5,1-c][1,4]oxazine BrC=1C(=NN2C1COC(C2)C)C2=CC=C(C=C2)F